5-(3,3-dicyanopropylsulfanyl)-3-ethylsulfanyl-pyridine-2-carboxylic acid C(#N)C(CCSC=1C=C(C(=NC1)C(=O)O)SCC)C#N